CC(C(=O)O)(C=CCCCC)C 2,2-dimethyl-3-octenoic acid